2-chloro-1-(1-methylpyrazol-4-yl)ethanone ClCC(=O)C=1C=NN(C1)C